5-((7-(2,4-difluorobenzyl)-7H-pyrrolo[2,3-d]pyrimidin-4-yl)amino)-1,3-dihydro-2H-benzo[d]imidazol-2-one FC1=C(CN2C=CC3=C2N=CN=C3NC3=CC2=C(NC(N2)=O)C=C3)C=CC(=C1)F